CC1(CCC(CC1)NC(=O)NCC1=CC(=NC=C1)N1C=NC=C1)C 1-(4,4-dimethyl-cyclohexyl)-3-[(2-imidazol-1-ylpyridin-4-yl)methyl]urea